2-(2-cyclopentylethyl)-1,4-dihydroisoquinolin-3(2H)-one C1(CCCC1)CCN1CC2=CC=CC=C2CC1=O